tert-butyl 4-[5-[7-fluoro-6-(methoxymethoxy)-2-methyl-indazol-5-yl]pyrazolo[4,3-b]pyridin-2-yl]piperidine-1-carboxylate FC1=C(C(=CC2=CN(N=C12)C)C=1C=CC=2C(N1)=CN(N2)C2CCN(CC2)C(=O)OC(C)(C)C)OCOC